8-(2-Diethylamino-ethoxy)-6,6-dimethyl-5-propyl-5,6-dihydro-benzo[b]carbazol-11-one C(C)N(CCOC=1C=CC2=C(C(C=3N(C4=CC=CC=C4C3C2=O)CCC)(C)C)C1)CC